azepinium [NH2+]1C=CC=CC=C1